3-(5-((R)-4-methyl-3-(5-methylpyridin-2-yl)-2-oxoimidazolidin-1-yl)-1-oxoisoindolin-2-yl)piperidine-2,6-dione C[C@H]1N(C(N(C1)C=1C=C2CN(C(C2=CC1)=O)C1C(NC(CC1)=O)=O)=O)C1=NC=C(C=C1)C